tert-Butyl ((1S,3S)-3-((3-bromo-6-methyl-6,7-dihydrospiro[cyclopenta[d]pyrazolo[1,5-a]pyrimidine-5,1'-cyclopentane]-8-yl)amino)cyclopentyl)carbamate BrC=1C=NN2C1N=C1C(=C2N[C@@H]2C[C@H](CC2)NC(OC(C)(C)C)=O)CC(C12CCCC2)C